COC(=O)C1CC(C1)N.COC=1C(=C(N)C(=CC1)C([2H])([2H])[2H])C([2H])([2H])[2H] 3-methoxy-2,6-bis(trideuteromethyl)aniline methyl-(1R,3R)-3-aminocyclobutane-1-carboxylate